2-amino-6-ethyl-7-fluoro-1-(3-methoxy-2,6-dimethyl-phenyl)pyrrolo[3,2-c]pyridine-3-carboxamide NC1=C(C=2C=NC(=C(C2N1C1=C(C(=CC=C1C)OC)C)F)CC)C(=O)N